N1=CN=C(C=C1)C(=O)NC1=NN=NN1 5-(4-pyrimidineformamido)-1H-tetrazole